1-methyl-1H-indazole-7-carboxylic acid CN1N=CC2=CC=CC(=C12)C(=O)O